N-[(2S,3R)-2-[(2,2'-difluoro-3'-methyl[1,1'-biphenyl]-3-yl)methyl]-4,4-difluoro-1-(2-hydroxy-2-methylpropanoyl)pyrrolidin-3-yl]ethanesulfonamide FC1=C(C=CC=C1C[C@@H]1N(CC([C@@H]1NS(=O)(=O)CC)(F)F)C(C(C)(C)O)=O)C1=C(C(=CC=C1)C)F